O.[Sn](Cl)Cl Tin (II) chloride hydrate